((S)-(7-(Cyclopropyl(2-(3,3-difluorocyclobutyl)acetamido)methyl)imidazo[1,2-b]pyridazin-2-yl)(4,4-difluorocyclohexyl)methyl)-2-(3,3,3-trifluoropropyl)-2H-1,2,3-triazole-4-carboxamide C1(CC1)C(C1=CC=2N(N=C1)C=C(N2)[C@H](C2CCC(CC2)(F)F)C=2C(=NN(N2)CCC(F)(F)F)C(=O)N)NC(CC2CC(C2)(F)F)=O